OC1CN=CNC1 1,4,5,6-tetrahydro-5-hydroxypyrimidine